trans-4-(trans-4-methylcyclohexyl)cyclohexyl-methanol C[C@@H]1CC[C@H](CC1)[C@@H]1CC[C@H](CC1)CO